C1(CC1)CC1=C(C=NN1C)C1=CC=C2C(=N1)C(=CS2)C2=CC=NC=C2 5-(5-(cyclopropylmethyl)-1-methyl-1H-pyrazol-4-yl)-3-(pyridin-4-yl)thieno[3,2-b]pyridine